3,5-dimethyloctanone CC(C(C)=O)CC(CCC)C